(2S,4r)-1-((S)-2-(1-fluorocyclopropan-1-carboxamido)-3,3-dimethylbutyryl)-4-hydroxypyrrolidin-2-carboxamide FC1(CC1)C(=O)N[C@H](C(=O)N1[C@@H](C[C@H](C1)O)C(=O)N)C(C)(C)C